ClC1=CC=C(C=C1)S(=O)(=O)N1CCN(CC1)CC=1OC(=CC1)[N+](=O)[O-] 1-(4-Chlorobenzene-1-sulfonyl)-4-[(5-nitrofuran-2-yl)methyl]piperazine